C(C1=CC=CC=C1)[C@H](NC(CNC(CNC(OCC1C2=CC=CC=C2C=2C=CC=CC12)=O)=O)=O)C(NCC(NCOC(C)=O)=O)=O Acetic acid (S)-11-benzyl-1-(9H-fluoren-9-yl)-3,6,9,12,15-pentaoxo-2-oxa-4,7,10,13,16-pentaaza-heptadec-17-ylester